(1r,2'S,4S)-4-(3-chloroanilino)-2'-{(2R)-2-methyl-3-[(thieno[2,3-b]pyridin-4-yl)oxy]propyl}-2',3'-dihydrospiro[cyclohexane-1,1'-indene]-4-carboxylic acid ClC=1C=C(NC2(CCC3([C@H](CC4=CC=CC=C34)C[C@H](COC3=C4C(=NC=C3)SC=C4)C)CC2)C(=O)O)C=CC1